(2R,3S)-1-(6-chloro-4-cyclopropyl-2,7-naphthyridin-1-yl)-2-methylazetidin-3-ol ClC=1C=C2C(=CN=C(C2=CN1)N1[C@@H]([C@H](C1)O)C)C1CC1